4-((6-(benzyloxy)-7-methoxyquinolin-4-yl)oxy)-3-fluoroaniline C(C1=CC=CC=C1)OC=1C=C2C(=CC=NC2=CC1OC)OC1=C(C=C(N)C=C1)F